COCCOC1=CC=C(C=C1)C1=C2C=C(N=CC2=C(N=C1)NC)C1(CC1)C(=O)N (5-(4-(2-methoxyethoxy)phenyl)-8-(methylamino)-2,7-naphthyridin-3-yl)cyclopropanecarboxamide